C1(=C(C(=CC(=C1)C)C)C=1C=2C=CC(=C(C3=CC=C(N3)C=C3C(CC(C=C4C=CC1N4)=N3)(C)C)C3=CC=C(C=C3)C)N2)C 17,18-dihydro-10-mesityl-18,18-dimethyl-5-(4-methylphenyl)porphyrin